C1C(CC12CCC2)NCCCCCCCNC=2C=C(C=CC2)N2C(NC(CC2)=O)=O 1-(3-((7-(Spiro[3.3]heptan-2-ylamino)heptyl)amino)phenyl)dihydropyrimidine-2,4(1H,3H)-dione